C1(=CC=CC=C1)C1=CC=2N(C3=CC(=CC=C3C2C=C1)C1=CC=CC=C1)C=1C(=NC(=C(C1C1=CC=CC2=CC=CC=C12)N1C2=CC(=CC=C2C=2C=CC(=CC12)C1=CC=CC=C1)C1=CC=CC=C1)N1C2=CC=CC=C2N(C=2C=CC=CC12)C1=CC=CC=C1)N1C2=CC=CC=C2N(C=2C=CC=CC12)C1=CC=CC=C1 10,10'-(3,5-bis(2,7-diphenyl-9H-carbazol-9-yl)-4-(naphthalen-1-yl)pyridine-2,6-diyl)bis(5-phenyl-5,10-dihydrophenazine)